8-(methylsulfonyl)-2-(5H-imidazo[5,1-a]isoindol-5-yl)-8-azaspiro[4.5]decan-1-ol CS(=O)(=O)N1CCC2(CCC(C2O)C2N3C(C4=CC=CC=C24)=CN=C3)CC1